FC=1C=C(C#N)C=CC1C1=CC=CC=2N1N=CN2 3-fluoro-4-{[1,2,4]triazolo[1,5-a]pyridin-5-yl}benzonitrile